C(C=C)OC(=O)NC1=CC=C(C=C1)NC(=O)C1=CC(=CN1C)NC(OC(C)(C)C)=O tert-butyl (5-((4-(((allyloxy)carbonyl)amino)phenyl)carbamoyl)-1-methyl-1H-pyrrol-3-yl)carbamate